ClC=1C=C(C=C(C1OC1=CC2=C(NC(N2C2(CC2)C)=O)C=C1)Cl)NC(=O)C1=NOC(N1)=O N-(3,5-dichloro-4-((3-(1-methylcyclopropyl)-2-oxo-2,3-dihydro-1H-benzo[d]imidazol-5-yl)oxy)phenyl)-5-oxo-4,5-dihydro-1,2,4-oxadiazole-3-carboxamide